FC1=CC=C(C=C1)[C@@H]1N(CCC2=CC=CC=C12)C(=O)[C@@H]1OC[C@@H]([C@H](C1)NC(OC(C)(C)C)=O)O[C@@H](CO)C tert-butyl ((2R,4S,5R)-2-((S)-1-(4-fluorophenyl)-1,2,3,4-tetrahydroisoquinoline-2-carbonyl)-5-(((R)-1-hydroxypropan-2-yl)oxy)tetrahydro-2H-pyran-4-yl)carbamate